tert-Butyl 4-formyl-5-hydroxy-7-methylindole-1-carboxylate C(=O)C1=C2C=CN(C2=C(C=C1O)C)C(=O)OC(C)(C)C